methyl 2-(4-(difluoromethyl)-1-methyl-1H-pyrazol-5-yl)acetate FC(C=1C=NN(C1CC(=O)OC)C)F